ClC=1C(=C(C=CC1F)[C@H](NC(=O)N1[C@@H](C(NCC1)=O)C)C1CC2(C1)CC(C2)(F)F)F (2R)-N-((R)-(3-chloro-2,4-difluorophenyl)(6,6-difluorospiro[3.3]heptan-2-yl)methyl)-2-methyl-3-oxopiperazine-1-carboxamide